ClC1=C(C(=O)NC=2C(=NNC2)C(=O)NC2CCN(CC2)CC2=C(C=CC=C2)N2C(NC(CC2)=O)=O)C(=CC=C1)Cl 4-(2,6-dichlorobenzamido)-N-(1-(2-(2,4-dioxotetrahydropyrimidin-1(2H)-yl)benzyl)piperidin-4-yl)-1H-pyrazole-3-carboxamide